CC1=C(OC=2C(=CC(N(C2)CC(=O)N(C)C)=O)C=2C3=C(C(N(C2)C)=O)NC=C3)C(=CC=C1)C 2-(5-(2,6-dimethylphenoxy)-4-(6-methyl-7-oxo-6,7-dihydro-1H-pyrrolo[2,3-c]pyridin-4-yl)-2-oxopyridin-1(2H)-yl)-N,N-dimethylacetamide